7-[[5-[(2R)-2-[[cyclopropyl(meth-yl)amino]meth-yl]morpholin-4-yl]-2-pyridyl]amino]-4-(7-fluoro-imidazo[1,2-a]pyridin-3-yl)isoindolin-1-one C1(CC1)N(C)C[C@@H]1CN(CCO1)C=1C=CC(=NC1)NC=1C=CC(=C2CNC(C12)=O)C1=CN=C2N1C=CC(=C2)F